(2S,4S)-1-((S)-2-amino-2-((1s,3R,5R,7S)-3-ethyladamantan-1-yl)acetyl)-4-fluoropyrrolidine-2-carbonitrile N[C@H](C(=O)N1[C@@H](C[C@@H](C1)F)C#N)C12CC3(C[C@@H](C[C@H](C1)C3)C2)CC